(2S,3S,4R,5R)-2-((R)-6,7-difluoroisochroman-1-yl)-5-(4-methyl-7H-pyrrolo[2,3-d]pyrimidin-7-yl)tetrahydrofuran-3,4-diol FC=1C=C2CCO[C@H](C2=CC1F)[C@H]1O[C@H]([C@@H]([C@@H]1O)O)N1C=CC2=C1N=CN=C2C